C(C1=CC=CC=C1)C=C(C(=O)[O-])C Benzylmethylacrylat